C/C=C/C1C=CC(OC)=C(OC)C=1 METHYLISOEUGENOL